(1R,2S)-2-fluorocyclopropane-1-amine hydrochloride Cl.F[C@@H]1[C@@H](C1)N